hydroxymethyl-3,5-dicarboxy-1,1'-biphenyl OCC1=C(C=C(C=C1C(=O)O)C(=O)O)C1=CC=CC=C1